tert-butyl (S)-4-(2-bromo-5-ethyl-7-oxo-4,7-dihydro-[1,2,4]triazolo[1,5-a]pyrimidin-6-yl)-3-methylpiperazine-1-carboxylate BrC1=NN2C(NC(=C(C2=O)N2[C@H](CN(CC2)C(=O)OC(C)(C)C)C)CC)=N1